O=C1N(CCC(N1)=O)C1=CN=CC2=C(C=CC=C12)C1CCN(CC1)CC1CCC(CC1)N1N=C2C=C(C(=CC2=C1)NC(=O)C1=NC(=CC=C1)C(F)(F)F)C(C)(C)O N-[2-[4-[[4-[4-(2,4-dioxohexahydropyrimidin-1-yl)-8-isoquinolinyl]-1-piperidinyl]methyl]cyclohexyl]-6-(1-hydroxy-1-methyl-ethyl)indazol-5-yl]-6-(trifluoromethyl)pyridine-2-carboxamide